COC1(CC(C1)C=1N(C=C(N1)CC1=CC=NC=C1)COCC[Si](C)(C)C)OC 4-((2-(Dimethoxycyclobutyl)-1-((2-(trimethylsilyl)ethoxy)methyl)-1H-imidazol-4-yl)methyl)pyridine